CC1=CC=C(C=C1)S(=O)(=O)O.CC1=CC=C(C=C1)S(=O)(=O)O.COCC1(CCN(CC1)CC1(CCC1)C(=O)O)CN[C@H]1[C@@H](C1)C1=CC=CC=C1 1-{[4-(methoxymethyl)-4-({[(1R,2S)-2-phenylcyclopropyl]amino}methyl)piperidin-1-yl]methyl}cyclobutanecarboxylic acid bis(4-methylbenzenesulfonate)